N1(N=CC=C1)CC1=CC2=C(C(=NO2)NS(=O)(=O)C2=C(C=CC=C2)OC2CC(C2)(F)F)C(=C1)OC N-(6-((1H-pyrazol-1-yl)methyl)-4-methoxybenzo[d]isoxazol-3-yl)-2-(3,3-difluorocyclobutyloxy)benzenesulfonamide